sodium (6-((5-fluoro-2-((3,4,5-trimethoxyphenyl)amino)pyrimidin-4-yl)amino)-2,2-dimethyl-3-oxo-2H-pyrido[3,2-b][1,4]oxazin-4(3H)-yl)methyl phosphate P(=O)(OCN1C2=C(OC(C1=O)(C)C)C=CC(=N2)NC2=NC(=NC=C2F)NC2=CC(=C(C(=C2)OC)OC)OC)([O-])[O-].[Na+].[Na+]